tert-butyl 3-(7-bromo-2-chloro-5,8-difluoro-6-(methoxymethoxy)quinazolin-4-yl)-3,8-diazabicyclo[3.2.1]octane-8-carboxylate BrC1=C(C(=C2C(=NC(=NC2=C1F)Cl)N1CC2CCC(C1)N2C(=O)OC(C)(C)C)F)OCOC